OC1=C(C(=CC=C1)O[C@H]1O[C@H]([C@H]([C@H]([C@H]1O)O)O)CO)C(\C=C\C1=CC=C(C=C1)[N+](=O)[O-])=O (E)-1-[2-Hydroxy-6-[(2R,3R,4R,5S,6S)-3,4,5-trihydroxy-6-(hydroxymethyl)oxan-2-yl]oxyphenyl]-3-(4-nitrophenyl)prop-2-en-1-one